C(C)(C)N1C(NC(C1)=O)=O 1-isopropylimidazolidine-2,4-dione